(RS)-2-(4-(6-Cyanonicotinamido)-phenyl)morpholin-4-ium chlorid [Cl-].C(#N)C1=NC=C(C(=O)NC2=CC=C(C=C2)[C@@H]2C[NH2+]CCO2)C=C1 |r|